C[C@H]1O[C@H](CN(C1)C1=C2C=CC=NC2=C(C=C1)C(F)(F)F)C(=O)NCCN1CCOCC1 (2R,6R)-6-methyl-N-(2-morpholinoethyl)-4-[8-(trifluoromethyl)-5-quinolinyl]morpholine-2-carboxamide